6-bromo-4-hydroxyspiro[chroman-2,4'-piperidine]-1'-carboxylic acid tert-butyl ester C(C)(C)(C)OC(=O)N1CCC2(CC1)OC1=CC=C(C=C1C(C2)O)Br